tert-butyl (3S,4S)-3-fluoro-4-hydroxy-piperidine-1-carboxylate F[C@H]1CN(CC[C@@H]1O)C(=O)OC(C)(C)C